C(C)(C)(C)C1=CC(=NN1[C@@H]1C[C@H](C1)O)NC=1N(C=2C(=NC=C(C2Cl)OC=2C=NC=3N(C2)C(=NC3)C3CC3)N1)C trans-3-(5-(tert-butyl)-3-((7-chloro-6-((6-cyclopropylimidazo[1,5-a]pyrimidin-3-yl)oxy)-1-methyl-1H-imidazo[4,5-b]pyridin-2-yl)amino)-1H-pyrazol-1-yl)cyclobutan-1-ol